6-{2-[(3-exo)-8-Azabicyclo[3.2.1]oct-3-ylamino][1,3]thiazolo[4,5-c]pyridin-6-yl}-2-methylimidazo[1,2-a]pyridin-8-carbonitril-Hydrochlorid Cl.C12CC(CC(CC1)N2)NC=2SC1=C(C=NC(=C1)C=1C=C(C=3N(C1)C=C(N3)C)C#N)N2